C1(CCCC1)NC1=C(C(=NC=C1)N(CC1=CC=C(C=C1)OC)CC1=CC=C(C=C1)OC)[N+](=O)[O-] N4-cyclopentyl-N2,N2-bis(4-methoxybenzyl)-3-nitropyridine-2,4-diamine